3-chlorophenyl allyl ether C(C=C)OC1=CC(=CC=C1)Cl